(R)-4-(7-(N-(1-Cyanocyclopropyl)sulfamoyl)-9-(5-(difluoromethyl)-1,3,4-thiadiazol-2-yl)-9H-pyrimido[4,5-b]indol-4-yl)-N,N,3-trimethylpiperazine-1-carboxamide C(#N)C1(CC1)NS(=O)(=O)C1=CC=C2C3=C(N(C2=C1)C=1SC(=NN1)C(F)F)N=CN=C3N3[C@@H](CN(CC3)C(=O)N(C)C)C